bis(3-(2H-benzotriazol-2-yl)-4-hydroxytoluyl) malonate C(CC(=O)OC1=C(C=CC(=C1N1N=C2C(=N1)C=CC=C2)O)C)(=O)OC2=C(C=CC(=C2N2N=C1C(=N2)C=CC=C1)O)C